(3S,4R)-4-((5-Chloro-4-((R)-8-fluoro-2,3-dimethyl-3,4-dihydro-5-oxa-1,2a-diAzaacenaphthylene-6-yl)pyrimidin-2-yl)amino)tetrahydro-2H-pyran-3-ol ClC=1C(=NC(=NC1)N[C@H]1[C@@H](COCC1)O)C1=C2OC[C@H](N3C(=NC(C(=C1)F)=C32)C)C